C(C)(=O)NC1=CC=C(C=C1)[C@H]1N(C[C@@H](CC1)C)C(C(=O)NC=1C=C(C(=NC1)NC(OC(C)(C)C)=O)C)=O tert-Butyl N-[5-[[2-[(2S,5R)-2-(4-acetamidophenyl)-5-methyl-1-piperidyl]-2-oxo-acetyl]amino]-3-methyl-2-pyridyl]carbamate